3-trifluoromethyl-1-isoindolone FC(C1=NC(C2=CC=CC=C12)=O)(F)F